4-(7-(4-(2-(2-Aminopyridin-3-yl)-5-phenyl-3H-imidazo[4,5-b]pyridin-3-yl)benzyl)-2,7-diazaspiro[4.4]nonane-2-carbonyl)-2-hydroxybenzaldehyde NC1=NC=CC=C1C1=NC=2C(=NC(=CC2)C2=CC=CC=C2)N1C1=CC=C(CN2CC3(CCN(C3)C(=O)C3=CC(=C(C=O)C=C3)O)CC2)C=C1